C(C1=CC=CC=C1)OCC[B-](F)(F)F.[K+] potassium [2-(benzyloxy)ethyl]-trifluoroboranuide